N-[(2S,3R)-2-[(2,3'-difluoro[1,1'-biphenyl]-3-yl)methyl]-4,4-difluoro-1-(2-hydroxy-2-methylpropanoyl)pyrrolidin-3-yl]ethane-sulfonamide FC1=C(C=CC=C1C[C@@H]1N(CC([C@@H]1NS(=O)(=O)CC)(F)F)C(C(C)(C)O)=O)C1=CC(=CC=C1)F